4-methylcholest-5(6)-en CC1C2=CC[C@H]3[C@@H]4CC[C@H]([C@@H](CCCC(C)C)C)[C@]4(CC[C@@H]3[C@]2(CCC1)C)C